The molecule is a carbamoylkanamycin that is kanamycin A bearing a single carbamoyl substituent located at position 6'' (on the 3-aminoglucose ring). It derives from a kanamycin A. It is a conjugate base of a 6''-O-carbamoylkanamycin A(4+). C1[C@H]([C@@H]([C@H]([C@@H]([C@H]1N)O[C@@H]2[C@@H]([C@H]([C@@H]([C@H](O2)CN)O)O)O)O)O[C@@H]3[C@@H]([C@H]([C@@H]([C@H](O3)COC(=O)N)O)N)O)N